tert-butyl 4-[2-({[(2S,4R)-1-[(2S)-2-[(1-fluorocyclopropyl)formamido]-3,3-dimethylbutanoyl]-4-hydroxypyrrolidin-2-yl]formamido}methyl)-5-(4-methyl-1,3-thiazol-5-yl)phenoxy]butanoate FC1(CC1)C(=O)N[C@H](C(=O)N1[C@@H](C[C@H](C1)O)C(=O)NCC1=C(OCCCC(=O)OC(C)(C)C)C=C(C=C1)C1=C(N=CS1)C)C(C)(C)C